4-(hydroxymethyl)-4-(trifluoromethyl)piperidine-1-carboxylic acid tert-butyl ester C(C)(C)(C)OC(=O)N1CCC(CC1)(C(F)(F)F)CO